4-(3-aminocyclobutoxy)-3-hydroxy-benzoic acid methyl ester COC(C1=CC(=C(C=C1)OC1CC(C1)N)O)=O